ClC1=NC(=CC(=N1)N1[C@@H](COCC1)C)C1CCCCC1 (3R)-4-(2-chloro-6-cyclohexylpyrimidin-4-yl)-3-methylmorpholine